2-(cis-3-((4-Methoxy-5-(quinoxalin-6-yl)pyrrolo[2,1-f][1,2,4]triazin-2-yl)amino)cyclobutoxy)ethan-1-ol COC1=NC(=NN2C1=C(C=C2)C=2C=C1N=CC=NC1=CC2)N[C@H]2C[C@H](C2)OCCO